3,5-dibromo-2-hydroxybenzaldehyde BrC=1C(=C(C=O)C=C(C1)Br)O